2-((7-(trifluoromethyl)-[1,2,4]triazolo[1,5-c]pyrimidine-2-yl)thio)acetic acid FC(C1=CC=2N(C=N1)N=C(N2)SCC(=O)O)(F)F